FC(OC=1C=C(C=NC1)C1=NC(=C(C=C1)NC(=O)C=1C(=NOC1C)C1=CC=CC=C1)OC)F (5'-(difluoromethoxy)-6-methoxy-[2,3'-bipyridin]-5-yl)-5-methyl-3-phenylisoxazole-4-carboxamide